(1-(5,8-dioxaspiro[3.4]oct-2-yl)-1H-pyrazol-4-yl)-8-chloro-7-((2-methyl-1H-benzo[d]imidazol-6-yl)oxy)quinoxaline C1C(CC12OCCO2)N2N=CC(=C2)C2=NC1=C(C(=CC=C1N=C2)OC=2C=CC1=C(NC(=N1)C)C2)Cl